(R)-2-(5-ethyl-2-(3-fluoropiperidin-1-yl)-6-(4-(3-hydroxypicolinoyl)piperazin-1-yl)-7-oxo-[1,2,4]triazolo[1,5-a]pyrimidin-4(7H)-yl)-N-(2-methyl-4-(trifluoromethyl)phenyl)acetamide C(C)C=1N(C=2N(C(C1N1CCN(CC1)C(C1=NC=CC=C1O)=O)=O)N=C(N2)N2C[C@@H](CCC2)F)CC(=O)NC2=C(C=C(C=C2)C(F)(F)F)C